(2S,3S,4R,5R)-5-(6-(3-iodobenzylamino)-9H-purin-9-yl)-3,4-dihydroxyl-N-(methyl-d3)-tetrahydrofuran-2-formamide IC=1C=C(CNC2=C3N=CN(C3=NC=N2)[C@H]2[C@@H]([C@@H]([C@H](O2)C(=O)NC([2H])([2H])[2H])O)O)C=CC1